C(#N)[C@H]1N(CSC1)C(CNC(=O)C1=CC=NC2=CC=C(C=C12)N1CCC(CC1)=O)=O (R)-N-(2-(4-cyanothiazolidin-3-yl)-2-oxoethyl)-6-(4-oxopiperidin-1-yl)quinoline-4-carboxamide